O1C=2C3=C(C1)C=CC(=C3C=CC2)N2N=CC(=C2C(F)(F)F)C(=O)NC2=CC(=NC=C2)C(F)(F)F 1-(2H-Naphtho[1,8-bc]furan-5-yl)-5-trifluoromethyl-N-(2-trifluoromethylpyridin-4-yl)-1H-pyrazole-4-Formamide